1-(2-nitropyridin-3-yl)piperazine-2-carboxylic acid methyl ester COC(=O)C1N(CCNC1)C=1C(=NC=CC1)[N+](=O)[O-]